5-Chloro-1-{3-{3-deoxy-3-[4-(2-hydroxythiazol-4-yl)-1H-1,2,3-triazol-1-yl]-β-D-galactopyranosyl}-5-methyl-4H-1,2,4-triazol-4-yl}-2-(trifluoromethyl)benzene ClC=1C=CC(=C(C1)N1C(=NN=C1C)[C@H]1[C@H](O)[C@H]([C@@H](O)[C@H](O1)CO)N1N=NC(=C1)C=1N=C(SC1)O)C(F)(F)F